N(=[N+]=[N-])C1CCCC2=CC(=CC=C12)OC 1-azido-6-methoxy-1,2,3,4-tetrahydronaphthalene